(R)-methylphenethylamine CNCCC1=CC=CC=C1